cyclohexanediamine isonitrile N#[C-].C1(CCCCC1)(N)N